1-(bromoethynyl)cyclohexane-1-ol BrC#CC1(CCCCC1)O